4-(4-((1R,5S)-3,8-diazabicyclo[3.2.1]octan-3-yl)-2-(((2R,7aS)-2-fluorotetrahydro-1H-pyrrolizin-7a(5H)-yl)methoxy)quinazolin-7-yl)-5-ethyl-6-fluoronaphthalen-2-ol [C@H]12CN(C[C@H](CC1)N2)C2=NC(=NC1=CC(=CC=C21)C2=CC(=CC1=CC=C(C(=C21)CC)F)O)OC[C@]21CCCN1C[C@@H](C2)F